C(C)(C)C1C(OSO1)C(=O)O.FC=1C=NC=CC1COC1=CC=CC(=N1)C1CCNCC1 4-(6-((3-Fluoropyridin-4-yl)methoxy)pyridin-2-yl)piperidine 5-isopropyl-1,3,2-dioxathiolane-4-carboxylate